NC1=C(C=C(N=N1)C1=C(C=CC=C1)O)N1CC2CCC(C1)N2C2=CC(=NC=C2)C#CCN2CCC21CCC1 2-[6-amino-5-[8-[2-[3-(1-azaspiro[3.3]heptan-1-yl)prop-1-ynyl]-4-pyridinyl]-3,8-diazabicyclo[3.2.1]oct-3-yl]pyridazin-3-yl]phenol